FC1=C(C=C(C(=C1O)F)C(F)(F)F)C1=NN(C2=C1C=NC(=C2)N2C1(CC1)CC(CC2)C(=O)N)C 4-(3-(2,4-Difluoro-3-hydroxy-5-(trifluoromethyl)phenyl)-1-methyl-1H-pyrazolo[4,3-c]pyridin-6-yl)-4-azaspiro[2.5]octane-7-carboxamide